(R)-[1,4]oxazepan-6-ol O1CCNC[C@H](C1)O